4'-[[1,1'-binaphthalene]-2,2'-diylbis(oxy)]di(naphthalene-1-carboxylic acid) C1(=C(C=CC2=CC=CC=C12)OC1=C(C2=CC=CC=C2C=C1)C(=O)O)C1=C(C=CC2=CC=CC=C12)OC1=C(C2=CC=CC=C2C=C1)C(=O)O